FC1=CC=CC=2C(=N[C@@H](C(NC21)=O)NC([C@@H]([C@@H](C(=O)N)CCC(F)(F)F)CCC(F)(F)F)=O)C2=CC=CC=C2 (2R,3S)-N-((3S)-9-fluoro-2-oxo-5-phenyl-2,3-dihydro-1H-1,4-benzodiazepin-3-yl)-2,3-bis(3,3,3-trifluoropropyl)succinamide